2-[2-[[7-(5-Methyl-1,2,4-oxadiazol-3-yl)-1-isoquinolinyl]amino]ethyl]-6-nitro-isoindolin-1-one CC1=NC(=NO1)C1=CC=C2C=CN=C(C2=C1)NCCN1C(C2=CC(=CC=C2C1)[N+](=O)[O-])=O